2-(4-benzylsulfanyl-2-methyl-anilino)-8-spiro[2.4]heptan-7-yl-pyrido[2,3-d]pyrimidin-7-one C(C1=CC=CC=C1)SC1=CC(=C(NC=2N=CC3=C(N2)N(C(C=C3)=O)C3CCCC32CC2)C=C1)C